1-(1',1'-dimethylpropynyloxy)-2,3-epoxypropane CC(C#C)(OCC1CO1)C